[O+].C(CCCCCCCCCCCCCCCCC)(=O)[O-].OCC(O)CO glycerin monostearate Oxygen